1,3,4-tri(aminophenyl)benzene 5-chloro-7-({3-[8-ethyl-2-(piperidin-4-ylamino)quinazolin-6-yl]-2,4-difluorophenyl}sulfamoyl)-2,3-dihydro-1-benzofuran-3-yl-acetate ClC=1C=C(C2=C(C(CO2)CC(=O)O)C1)S(NC1=C(C(=C(C=C1)F)C=1C=C2C=NC(=NC2=C(C1)CC)NC1CCNCC1)F)(=O)=O.NC1=C(C=CC=C1)C1=CC(=C(C=C1)C1=C(C=CC=C1)N)C1=C(C=CC=C1)N